C(C)NC(=O)[C@H]1[C@@H](CC[C@H](C1)C)C(=C)C (1R,2R,5R)-N-ethyl-5-methyl-2-(prop-1-en-2-yl)cyclohexanecarboxamide